5-((6-cyclopropyl-2-((6-methoxypyridin-3-yl)methyl)-3-oxoisoindolin-1-yl)methyl)-6-methylpyrimidine-4-carbonitrile C1(CC1)C1=CC=C2C(N(C(C2=C1)CC=1C(=NC=NC1C)C#N)CC=1C=NC(=CC1)OC)=O